(1H-benzo[d]imidazol-2-yl)-N-(1-(2-(phenylamino)pyrimidine-4-carbonyl)pyrrolidin-3-yl)pyridinamide isonicotinylcarbamate (isonicotinyl-carbamate) C(C1=CC=NC=C1)NC(O)=O.C(C1=CC=NC=C1)NC(O)=O.N1C(=NC2=C1C=CC=C2)C=2C(=NC=CC2)C(=O)NC2CN(CC2)C(=O)C2=NC(=NC=C2)NC2=CC=CC=C2